2-amino-N-tert-butylacetamide NCC(=O)NC(C)(C)C